[1,3]thiazolo[4,5-c]pyridine S1C=NC=2C=NC=CC21